(R)-2-(7-(1-ethylpiperidin-3-yl)-4-methyl-6,7-dihydro-5H-pyrrolo[2,3-c]pyridazin-3-yl)-4-fluoro-5-(trifluoromethyl)phenol C(C)N1C[C@@H](CCC1)N1CCC2=C1N=NC(=C2C)C2=C(C=C(C(=C2)F)C(F)(F)F)O